CC1(CC=C(CC1)CC[C@H]1SC[C@H](N1)C(=O)OCC)C |&1:9| ethyl (±)-(4R)-2-(2-(4,4-dimethylcyclohex-1-en-1-yl)ethyl)thiazolidine-4-carboxylate